N[C@H]1C(N(CCCC1)C=1C=NC=CC1)=O (R)-3-amino-1-(pyridin-3-yl)azepan-2-one